lithium hydrogensulfite S(=O)(O)[O-].[Li+]